ClC=1C=C(\C=C/2\C(N(C(C2)=O)C(CCCCCC[NH-])O)=O)C=CC1 (E)-7-(3-(3-chlorobenzylidene)-2,5-diketopyrrolidinyl)-N-hydroxyheptylamide